C(CCC)SC1=NC(=C(C(=N1)NCC)N)Cl 2-(Butylsulfanyl)-6-chloro-N4-ethylpyrimidine-4,5-diamine